C(C)C1=CC=CC2=C1C(=C1C=NNC1=C2)C2=C(C=1N=C(N=C(C1C=N2)N2C[C@@](CCC2)(O)C)OC[C@]21CCCN1C[C@@H](C2)F)F (3R)-1-(7-(5-ethyl-1H-benzo[f]indazol-4-yl)-8-fluoro-2-(((2R,7aS)-2-fluorohexahydro-1H-pyrrolizin-7a-yl)methoxy)pyrido[4,3-d]pyrimidin-4-yl)-3-methylpiperidin-3-ol